O=C1N(C(C2=CC=CC=C12)=O)CC(=O)NCCC1=CC(=CC=C1)OC 2-(1,3-dioxoisoindolin-2-yl)-N-(3-methoxyphenethyl)acetamide